C(C)(C)(C)OC(=O)N1CCC2(CC(C2)OC=2C=C3C(N(C(C3=CC2)=O)C2C(NC(CC2)=O)=O)=O)CC1.O=C1N(C=CC(N1)=O)NC(C)=O N-(2,4-dioxo-3,4-dihydropyrimidin-1(2H)-yl)acetamide tert-butyl-2-[[2-(2,6-dioxopiperidin-3-yl)-1,3-dioxoisoindol-5-yl]oxy]-7-azaspiro[3.5]nonane-7-carboxylate